C(C)(C)(C)C1=CC=C2C(NS(C3=CC=CC(N(C(CC[C@H]4CC(N(C2=N1)C4)(C)C)C4=CC=CC=C4)CC(C)C)=N3)(=O)=O)=O (14S)-8-tert-Butyl-12,12-dimethyl-18-(2-methylpropyl)-17-phenyl-2λ6-thia-3,9,11,18,23-pentaazatetracyclo[17.3.1.111,14.05,10]tetracosa-1(22),5,7,9,19(23),20-hexaene-2,2,4-trione